N1CCC2NCCCC21 octahydropyrrolo[3,2-b]pyridine